C1(=CCCC1)C1=CC=CC2=C1N(C(N2)=O)C 7-(cyclopent-1-en-1-yl)-1-methyl-1,3-dihydro-2H-benzo[d]imidazol-2-one